CC=1C(=NC=CC1)NC=1SC=C(N1)C1=NC=CC(=C1)OC1CCOCC1 N-(3-methylpyridin-2-yl)-4-(4-(tetrahydro-2H-pyran-4-yloxy)pyridin-2-yl)thiazol-2-amine